N-((1-(4-(((2S,4R)-2-methyl-1-propionyl-1,2,3,4-tetrahydroquinolin-4-yl)amino)phenyl)-1H-1,2,3-triazol-4-yl)methyl)piperidine-1-carboxamide C[C@@H]1N(C2=CC=CC=C2[C@@H](C1)NC1=CC=C(C=C1)N1N=NC(=C1)CNC(=O)N1CCCCC1)C(CC)=O